1-(2,3-dihydro-1,4-benzodioxin-6-yl)-3-[4-(4-morpholinyl)-2-phenyl-6-quinolyl]urea O1CCOC2=C1C=CC(=C2)NC(=O)NC=2C=C1C(=CC(=NC1=CC2)C2=CC=CC=C2)N2CCOCC2